C(#N)C1=CC=C(C=C1)S(=O)(=O)NC=1C=CC=C2C=CC=NC12 4-cyano-N-(quinolin-8-yl)benzene-sulfonamide